N-(5-chloro-2-methylphenyl)-1-(2,4-difluoro-3-hydroxyphenyl)-1H-1,2,3-triazole-4-carboxamide ClC=1C=CC(=C(C1)NC(=O)C=1N=NN(C1)C1=C(C(=C(C=C1)F)O)F)C